8-propenoyl-2-(4-phenoxyphenyl)-6,7,8,9-tetrahydro-1H-imidazo[1',2':1,5]pyrazolo[4,3-c]pyridine-3-carboxamide C(C=C)(=O)N1CC=2C(CC1)=NN1C2NC(=C1C(=O)N)C1=CC=C(C=C1)OC1=CC=CC=C1